2-methyl-3,1-benzoOxazin-4-one CC1=NC2=C(C(O1)=O)C=CC=C2